C(#N)C=1C=2CCCC2C(=C2CCCC12)NC(=O)NS(=O)(=O)C1=C(N=C(S1)C(C)(C)O)CO 1-(8-cyano-1,2,3,5,6,7-hexahydro-s-indacen-4-yl)-3-[4-(hydroxymethyl)-2-(2-hydroxypropan-2-yl)-1,3-thiazole-5-sulfonyl]urea